ClC(Cl)C1=C(C=CC=C1)[N+](=O)[O-] dichloromethyl-o-nitrobenzene